CCO[Si](OC)(OC)COC(C=C)=O methyl-acryloxymethyltrimethoxysilane